methyl N-(1-pyrazolo[1,5-a]pyridin-6-ylcyclobutyl)carbamate N1=CC=C2N1C=C(C=C2)C2(CCC2)NC(OC)=O